N1N=CC(=C1)C1=CC=C(C=C1)NC=1C2=C(N=C(N1)N1C3CNCC1CC3)CCOC2 N-(4-(1H-pyrazol-4-yl)phenyl)-2-(3,8-diazabicyclo[3.2.1]oct-8-yl)-7,8-dihydro-5H-pyrano[4,3-d]pyrimidin-4-amine